COC(C1=C(C=C(C=C1)Cl)NC(CCC(=O)OC)=O)=O 4-Chloro-2-(4-methoxy-4-oxobutanoylamino)benzoic acid methyl ester